COC1=NC=C(C(=N1)OC)C=1C=C(C=2N(N1)C(=CN2)F)[C@@H]2[C@H](C2)C2=NC=C(C=N2)C(F)(F)F 6-(2,4-dimethoxypyrimidin-5-yl)-3-fluoro-8-((1S,2S)-2-(5-(trifluoromethyl)pyrimidin-2-yl)cyclopropyl)imidazo[1,2-b]pyridazine